4-(4-(4,4,5,5-tetramethyl-1,3,2-dioxaborolan-2-yl)phenyl)morpholine CC1(OB(OC1(C)C)C1=CC=C(C=C1)N1CCOCC1)C